CC=1C=C2CCCNC2=CC1 6-methyl-tetrahydroquinoline